O(C1=CC=CC=C1)C1=CC=C(C=C1)C1CCN(CC1)C(=O)C1CC2(C1)NCCC2 (2r,4s)-2-(4-(4-phenoxyphenyl)piperidine-1-carbonyl)-5-azaspiro[3.4]Octane